C1(C=CC=C1)[Ti](C1=C(C(=CC=C1F)N(CCOC)[Si](C)(C)C)F)(C1=C(C(=CC=C1F)N(CCOC)[Si](C)(C)C)F)C1C=CC=C1 bis(cyclopentadienyl)bis[2,6-difluoro-3-(N-(2-methoxyethyl)-trimethylsilylamino)phenyl]titanium